(R)-4-(3H-[1,2,3]triazolo[4,5-b]pyridin-3-yl)-2-fluoro-N-(6-(3-hydroxy-3-methylbut-1-yn-1-yl)isoquinolin-1-yl)-N-(piperidin-3-yl)benzamide N1=NN(C2=NC=CC=C21)C2=CC(=C(C(=O)N([C@H]1CNCCC1)C1=NC=CC3=CC(=CC=C13)C#CC(C)(C)O)C=C2)F